1-(2-ethynyl-3-phenylquinolin-6-yl)-3-(2-hydroxybutyl)urea C(#C)C1=NC2=CC=C(C=C2C=C1C1=CC=CC=C1)NC(=O)NCC(CC)O